(5Z)-5-(1H-Indazol-5-ylmethylene)-2-[[(1S,2S)-2-methoxycyclopentyl]amino]-3-methyl-imidazol-4-one N1N=CC2=CC(=CC=C12)\C=C/1\C(N(C(=N1)N[C@@H]1[C@H](CCC1)OC)C)=O